FC1=C(CNC(=O)C2=CN=C(O2)C2=CC(=CC=C2)C2=CC(=NN2)C(NC(CC)CC)=O)C(=CC=C1)F N-(2,6-Difluorobenzyl)-2-(3-(3-(Pentan-3-Ylcarbamoyl)-1H-Pyrazol-5-yl)Phenyl)Oxazole-5-Carboxamide